C(CCCCC)(=O)ON(CC(O)CC(CCCCCC)CCCCCC)CCCC(=O)OCCCCCCCCCC 2-hexyloctyl-((4-(decyloxy)-4-oxobutyl) (2-hydroxyethyl) amino) hexanoate